ClC=1C=C(N(C1)S(=O)(=O)C1=CC=C(C)C=C1)C=1CCOCC1 4-chloro-2-(3,6-dihydro-2H-pyran-4-yl)-1-p-toluenesulfonyl-1H-pyrrole